1,3,3,3-Tetrafluoro-propen FC=CC(F)(F)F